C(C)(C)(C)OC(=O)C1(CC(C2=CC(=CC=C2C1)OC)(C)CC(=O)O)C(=O)OC(C)(C)C 2-(3,3-bis(tert-butoxycarbonyl)-7-methoxy-1-methyl-1,2,3,4-tetrahydronaphthalen-1-yl)acetic acid